NCCCCCN(CCN1C(C=CC1=O)=O)C 1-(2-((5-aminopentyl)(methyl)amino)ethyl)-1H-pyrrol-2,5-dione